((3-methoxythiophen-2-yl)methyl)-2-(9-(pyridin-2-yl)-2,6-dioxaspiro[4.5]decane-9-yl)ethylamine COC1=C(SC=C1)CNCCC1(CCOC2(CCOC2)C1)C1=NC=CC=C1